iridium (III) trifluoromethylmethanesulfonate FC(F)(F)CS(=O)(=O)[O-].[Ir+3].FC(F)(F)CS(=O)(=O)[O-].FC(F)(F)CS(=O)(=O)[O-]